(((trifluoromethyl)sulfonyl)oxy)-3,6-dihydropyridine FC(S(=O)(=O)OC1=NCC=CC1)(F)F